FC=1C=CC2=C(C(=C(O2)[C@H](C(C)C)NC(=O)NC=2C=C3C(NCC3=CC2)=O)C)C1 (S)-1-(1-(5-fluoro-3-methylbenzofuran-2-yl)-2-methylpropyl)-3-(3-oxoisoindolin-5-yl)urea